biphenyl-4-yl-(6-bromo-4'-naphthalen-1-yl-biphenyl-3-yl)-(4-phenanthren-9-yl-phenyl)-amine C1(=CC=C(C=C1)N(C1=CC=C(C=C1)C=1C2=CC=CC=C2C=2C=CC=CC2C1)C=1C=C(C(=CC1)Br)C1=CC=C(C=C1)C1=CC=CC2=CC=CC=C12)C1=CC=CC=C1